2-(1-methyl-1H-pyrazol-5-yl)-5-(pyridin-4-yl)-1H-indole CN1N=CC=C1C=1NC2=CC=C(C=C2C1)C1=CC=NC=C1